ClC1=C(C(=CC=2N(C(=NC21)C)C)C)C2=CC=CN1C(=CC(=C21)C)C(=O)C2=CC(=C(C(=C2)F)NC(\C=C\CNC2CCC(CC2)OC)=O)F (E)-N-(4-(8-(4-chloro-1,2,6-trimethyl-1H-benzo[d]imidazol-5-yl)-1-methylindolizine-3-carbonyl)-2,6-difluorophenyl)-4-(((1r,4r)-4-methoxycyclohexyl)amino)but-2-enamide